(R)-2-Methyl-N-((E)-2-((1,1,1-trifluoropropan-2-yl)oxy)ethylidene)propane-2-sulfinamide CC(C)(C)[S@@](=O)/N=C/COC(C(F)(F)F)C